4-((S)-7-(((R)-6-(2-chloro-4-fluorophenyl)-5-(methoxycarbonyl)-2-(thiazole-2-yl)-1,6-dihydropyrimidin-4-yl)methyl)-3-oxohexahydroimidazo[1,5-a]pyrazine-2(3H)-yl)benzoic acid sulfate S(=O)(=O)(O)O.ClC1=C(C=CC(=C1)F)[C@H]1C(=C(N=C(N1)C=1SC=CN1)CN1C[C@@H]2N(CC1)C(N(C2)C2=CC=C(C(=O)O)C=C2)=O)C(=O)OC